C(CC)O\N=C(/COC1=CC(=NN1C)C(F)(F)F)\C1=C(C=C(C=C1)Cl)Cl (Z)-1-(2,4-dichlorophenyl)-2-((1-methyl-3-(trifluoromethyl)-1H-pyrazol-5-yl)oxy)ethan-1-one-O-propyloxime